[K].ClC1=CC=C(C(=O)NC2=NC(N(S2)CC2=CC=C(C=C2)Cl)=O)C=C1 4-chloro-N-[2-[(4-chlorophenyl)methyl]-3-oxo-1,2,4-thiadiazol-5-yl]benzamide Potassium salt